C1(CC1)OC=1C=C(C=CC1)C1=CC(=NN1C=1C=CC=C2C=NN(C12)C)C(=O)OC Methyl 5-(3-cyclopropoxyphenyl)-1-(1-methyl-1H-indazol-7-yl)-1H-pyrazole-3-carboxylate